NCC(=O)C1=NN(C(=C1)C(F)F)C 2-amino-1-(5-(difluoromethyl)-1-methyl-1H-pyrazol-3-yl)ethan-1-one